FC(C(=O)O)(OC(C(OC(C(C(F)(F)F)(F)F)(F)F)(C(F)(F)F)F)(F)F)C(F)(F)F perfluoro(2,5-dimethyl-3,6-dioxanonanoic acid)